NC(CN1C(NCC1)=O)N N'-diaminoethyl-2-imidazolidinone